6-[(2R)-1-methoxypropan-2-yl]-2-methyl-6,7-dihydro-4H-pyrazolo[1,5-a]pyrrolo[3,4-d]pyrimidine COC[C@@H](C)N1C=C2NC=3N(C=C2C1)N=C(C3)C